5-(3-cyanophenyl)-2-methylfuran-3-carboxylic acid C(#N)C=1C=C(C=CC1)C1=CC(=C(O1)C)C(=O)O